Cl.C12CC(CC(CC1)N2)N(C=2SC1=C(N2)C(=CC(=C1)C=1C=C(C=2N(N1)C=C(N2)C)C#N)F)C 6-{2-[(3-exo)-8-Azabicyclo[3.2.1]oct-3-yl(methyl)amino]-4-fluoro-1,3-benzothiazol-6-yl}-2-methylimidazo[1,2-b]pyridazin-8-carbonitril-Hydrochlorid